(2RS)-2-(6-bromo-1-oxo-isoindolin-2-yl)-2-[1-(2-trimethylsilylethoxymethyl)-5,6-dihydro-4H-cyclopenta[c]pyrazol-3-yl]acetonitrile BrC1=CC=C2CN(C(C2=C1)=O)[C@@H](C#N)C=1C2=C(N(N1)COCC[Si](C)(C)C)CCC2 |r|